SCSC(C(SCSCSCC1SCS1)SC(C(SCS)SCS)SCS)SCS 2-[3-bis(mercaptomethylthio)methyl-5,6-bis(mercaptomethylthio)-8-mercapto-2,4,7-trithiaoctyl]mercaptomethylthiomethyl-1,3-dithietane